C(C)(C)(C)OC(=O)N1CC(C1)=O 3-oxoazetidine-1-carboxylic acid tertiary Butyl ester